8-hydroxy-5Z,9E,11Z,14Z-eicosatetraenoic acid CCCCC/C=C\C/C=C\C=C\C(C/C=C\CCCC(=O)O)O